2-(8-((1R,3s,5S)-9-azabicyclo[3.3.1]nonan-3-yl)-5-methyl-5,6,7,8-tetrahydropyrazino[2,3-c]pyridazin-3-yl)-5-(1-methyl-1H-pyrazol-4-yl)phenol [C@H]12CC(C[C@H](CCC1)N2)N2CCN(C1=C2N=NC(=C1)C1=C(C=C(C=C1)C=1C=NN(C1)C)O)C